OC(CC1=CNC(O1)=S)CNC1=CC=C(C=C1)C(C)C 5-[2-hydroxy-3-(4-isopropylphenylamino)propyl]-1,3-oxazole-2(3H)-thione